3-(2-oxa-6-azaspiro[3.3]hept-6-yl)pyrazin-2(1H)-one C1OCC12CN(C2)C=2C(NC=CN2)=O